1-(4-(3-fluoropiperidin-4-yl)phenyl)dihydropyrimidine-2,4(1H,3H)-dione FC1CNCCC1C1=CC=C(C=C1)N1C(NC(CC1)=O)=O